[Br-].[Br-].CC1=C(C=C(C=C1)NC(=O)OCC[N+](CCCCCCCCCCCCCCCC)(C)C)NC(=O)OCC[N+](CCCCCCCCCCCCCCCC)(C)C N,N'-(((((4-Methyl-1,3-phenylene)bis(azanediyl))bis(carbonyl))bis(oxy))bis(ethane-2,1-diyl))bis(N,N-dimethylhexadecane-1-aminium) dibromide